FC1=C(C=CC(=C1)F)N1N=C(C2=CC=CC=C2C1=O)N1C[C@@H](CCCC1)NC(C)=O (R)-N-(1-(3-(2,4-Difluorophenyl)-4-oxo-3,4-dihydrophthalazin-1-yl)azepan-3-yl)acetamide